5-(5-(3-cyanophenoxy)pentoxy)pyridinecarbonitrile C(#N)C=1C=C(OCCCCCOC=2C=CC(=NC2)C#N)C=CC1